S(=O)(=O)(OO)O peroxomonosulfuric acid